FC=1C=C(C=C(C1C=1NC(C2=C(N1)CCSC2)=O)F)C2=CC=C(C=C2)B2OC(C(O2)(C)C)(C)C 2-(3,5-difluoro-4'-(4,4,5,5-tetramethyl-1,3,2-dioxaborolan-2-yl)-[1,1'-biphenyl]-4-yl)-3,5,7,8-tetrahydro-4H-thiopyrano[4,3-d]pyrimidin-4-one